C(C)C1=CC=CC2=C(N(N=C12)C1=CC=CC=C1)C1=CC=CC=C1 7-Ethyl-2,3-diphenyl-2H-indazole